5-[[(3S,4S)-1-[7-(ethylamino)-5-fluoro-3-methyl-2-oxo-indolin-3-yl]-4-fluoro-3-piperidyl]-amino]pyridine-2-carbonitrile C(C)NC=1C=C(C=C2C(C(NC12)=O)(C)N1C[C@@H]([C@H](CC1)F)NC=1C=CC(=NC1)C#N)F